C1(CC1)[C@H](C)NC(=O)C1=CC=2N=C(N=C(C2O1)N1CCOCC1)N1N=CC(=C1)C=1C=C(C=CC1)C (S)-N-(1-cyclopropylethyl)-4-morpholino-2-(4-(m-tolyl)-1H-pyrazol-1-yl)furo[3,2-d]pyrimidine-6-carboxamide